Carbaadenosine 5'-Triphosphate P(O)(=O)(OP(=O)(O)OP(=O)(O)O)OC[C@@H]1[C@H]([C@H]([C@@H](O1)N1C=NC=2C(N)=NC=NC12)C)O